NC1=CC=C(C(=C1C(=O)N(C)C)F)C=1C(=C2C(=NC1)NCC21CCC(CC1)C#N)Cl 6-Amino-3-((1S,4s)-4'-chloro-4-cyano-1',2'-dihydrospiro[cyclohexane-1,3'-pyrrolo[2,3-b]pyridin]-5'-yl)-2-fluoro-N,N-dimethylbenzamide